(S)-3-Amino-1-phenylpropan-1-ol NCC[C@H](O)C1=CC=CC=C1